CN1C(CCC1)CCNC(C1=CC=CC=C1)=O N-(2-(1-methylpyrrolidin-2-yl)ethyl)benzamide